CC=1C(=NC=C(C(=O)NC2=CC(=CC=C2)[C@H](C)NC=2N=C3C(=NC2)NC=C3C)C1)C(F)(F)F (S)-5-methyl-N-(3-(1-((7-methyl-5H-pyrrolo[2,3-b]pyrazin-2-yl)amino)ethyl)phenyl)-6-(trifluoromethyl)nicotinamide